FC(OC=1C=CC(=C(C1)[C@H](C)N[S@](=O)C(C)(C)C)F)F (R)-N-((S)-1-(5-(difluoromethoxy)-2-fluorophenyl)ethyl)-2-methylpropane-2-sulfinamide